4-(piperidin-4-yl)benzo[d]thiazole N1CCC(CC1)C1=CC=CC2=C1N=CS2